C(#N)C1=CC=C(CC2CN(CC(C2=O)CC2=CC=C(C=C2)C#N)C)C=C1 3,5-Bis(4-cyanobenzyl)-1-methylpiperidin-4-one